(Tetrahydro-2H-pyran-4-yl)methyl (Z)-3-aminobut-2-enoate N\C(=C/C(=O)OCC1CCOCC1)\C